C(C)(C)(C)C1=C(C=CC=C1)C(=O)C(O)C1=CC=CC=C1 tert-butylbenzoin